2-aminomethyl-5-chloropyridine NCC1=NC=C(C=C1)Cl